C(C)(C)(C)OC(=O)N1[C@H]([C@H](C(C1)(F)F)S(=O)(=O)C)CC=1C(=C(C=CC1)C1=CC(=CC(=C1)F)F)F (2S,3R)-4,4-difluoro-3-(methylsulfonyl)-2-((2,3',5'-trifluoro-[1,1'-biphenyl]-3-yl)methyl)pyrrolidine-1-carboxylic acid tert-butyl ester